C=C(C(C(C(N=C=O)=C)=C)=C)N=C=O tetramethylidene-1,4-diisocyanatobutane